N1=C(C=NC=C1)CN1C2CC(CC1CC2)N 8-(pyrazin-2-ylmethyl)-8-azabicyclo[3.2.1]octane-3-amine